D-beta-Homophenylalanine N[C@H](CC1=CC=CC=C1)CC(=O)O